rac-N-((3S,4R)-1-(tert-butyl)-3-fluoropiperidin-4-yl)-2-iodo-1-(2,2,2-trifluoroethyl)-1H-indol-4-amine C(C)(C)(C)N1C[C@@H]([C@@H](CC1)NC=1C=2C=C(N(C2C=CC1)CC(F)(F)F)I)F |r|